CN1C2=CC=CC=C2C=2C=CC(=CC12)OCC(=O)O 2-((9-methyl-9H-carbazol-2-yl)oxy)acetic acid